4-[(4-Chloro-2-furyl)methyl]-3-{4-[(2-hydroxyethyl)amino]-1,2,5-oxadiazol-3-yl}-1,2,4-oxadiazol-5(4H)-one ClC=1C=C(OC1)CN1C(=NOC1=O)C1=NON=C1NCCO